C1(CC1)C=1C=C(C(=C(C1)O)C1=C2C(=C(N=N1)N[C@H]1CN(CCC1)CCO)C=NC=C2)F 5-cyclopropyl-3-fluoro-2-[4-[[(3R)-1-(2-hydroxyethyl)-3-piperidinyl]amino]-pyrido[3,4-d]pyridazin-1-yl]phenol